The molecule is a long-chain primary fatty alcohol that is henicosane in which a hydrogen attached to one of the terminal carbons is replaced by a hydroxy group. It has been isolated from the aerial parts of Siegesbeckia orientalis and from an Italian bread wheat variety, Pegaso, and its 11 near-isogenic lines. It has a role as a plant metabolite. It derives from a hydride of a henicosane. CCCCCCCCCCCCCCCCCCCCCO